2-((R)-3-((6-(2-hydroxy-4-(trifluoromethyl)phenyl)-5-methylpyridazin-3-yl)amino)piperidin-1-yl)-N-((1s,3S)-3-hydroxycyclobutyl)acetamide OC1=C(C=CC(=C1)C(F)(F)F)C1=C(C=C(N=N1)N[C@H]1CN(CCC1)CC(=O)NC1CC(C1)O)C